CN1N=CC(=C1)C1=NC=CN=C1 2-(1-methylpyrazol-4-yl)pyrazine